ClC1=CC=C2C(=CN(C2=C1Cl)CC(=O)OC1=CC=C(C=C1)[N+](=O)[O-])C=1C=NN(C1)C1OCCCC1 (4-nitrophenyl) 2-[6,7-dichloro-3-(1-tetrahydropyran-2-ylpyrazol-4-yl)indol-1-yl]acetate